C(C)OC(CN1C(=CC=2CCCCC12)C(=O)O)OCC 1-(2,2-Diethoxyethyl)-4,5,6,7-tetrahydro-1H-indole-2-carboxylic Acid